(5-Benzyloxy-2-methyl-benzofuran-3-yl)-acetonitrile C(C1=CC=CC=C1)OC=1C=CC2=C(C(=C(O2)C)CC#N)C1